C(C(C)C)OCCCOCC(C)C 1-(3-isobutoxypropoxy)-2-methyl-propane